(S)-2-((1R,2R)-2-((3-(methylcarbamoyl)benzyl)carbamoyl)cyclohexane-1-carboxamido)-3-((R)-1-(3-(5,6,7,8-tetrahydro-1,8-naphthyridin-2-yl)propyl)piperidine-3-carboxamido)propanoic acid CNC(=O)C=1C=C(CNC(=O)[C@H]2[C@@H](CCCC2)C(=O)N[C@H](C(=O)O)CNC(=O)[C@H]2CN(CCC2)CCCC2=NC=3NCCCC3C=C2)C=CC1